(S)-(2,7-dimethyl-3-(3,4,5-trifluorophenyl)-2,4,5,7-tetrahydro-6H-pyrazolo[3,4-c]pyridin-6-yl)(1-methyl-5-(trifluoromethyl)-1H-pyrazol-4-yl)methanone CN1N=C2[C@@H](N(CCC2=C1C1=CC(=C(C(=C1)F)F)F)C(=O)C=1C=NN(C1C(F)(F)F)C)C